4-((3-(5-cyclopropyl-1,2,4-oxadiazol-3-yl)-2-methoxyphenyl)amino)-N-methylpyrimidine C1(CC1)C1=NC(=NO1)C=1C(=C(C=CC1)NC1=NCN(C=C1)C)OC